4-(2-(methyl(N-methyl-N-(2,4,5-trichlorophenyl)sulfamoyl)amino)acetamido)adamantane-1-carboxamide CN(CC(=O)NC1C2CC3(CC(CC1C3)C2)C(=O)N)S(N(C2=C(C=C(C(=C2)Cl)Cl)Cl)C)(=O)=O